O=C(CCC(=O)O)CC\C=C/CCCCC (Z)-4-oxo-tridec-7-enoic acid